COC1=NC(=NC(=C1)OC)N(S(=O)(=O)C1=C(C(=O)N(C)C)C=CC=N1)C(N)=O 2-(4,6-dimethoxypyrimidine-2-yl-carbamoylsulfamoyl)-N,N-dimethyl-nicotinamide